BrC1=CC=2N=C(NC(C2S1)=O)[C@]12N(CC[C@@H]2C1)C(=O)OC(C)(C)C tert-butyl (1S,5R)-1-(6-bromo-4-oxo-3,4-dihydrothieno[3,2-d]pyrimidin-2-yl)-2-azabicyclo[3.1.0]hexane-2-carboxylate